2-phenyl-2,8-diazaspiro[4.5]decane hydrochloride Cl.C1(=CC=CC=C1)N1CC2(CC1)CCNCC2